N-(5-(2-fluoroethoxy)-4,6-dimethoxypyrimidin-2-yl)-1,8-dihydropyrrolo[3,2-g]indole-3-sulfonamide FCCOC=1C(=NC(=NC1OC)NS(=O)(=O)C1=CNC2=C1C=CC=1C=CNC21)OC